di-tert-butyl 7,10-bis(4-((4-((2-((S)-2-cyano-4,4-difluoropyrrolidin-1-yl)-2-oxoethyl)carbamoyl)quinolin-6-yl)oxy)butanoyl)-1,4,7,10-tetraazacyclododecane-1,4-dicarboxylate C(#N)[C@H]1N(CC(C1)(F)F)C(CNC(=O)C1=CC=NC2=CC=C(C=C12)OCCCC(=O)N1CCN(CCN(CCN(CC1)C(CCCOC=1C=C2C(=CC=NC2=CC1)C(NCC(N1[C@@H](CC(C1)(F)F)C#N)=O)=O)=O)C(=O)OC(C)(C)C)C(=O)OC(C)(C)C)=O